C(C)N(C(O)=O)C1=NC=CC(=C1)C=1C=C2C(=NNC2=CC1)N.NC1=NNC2=CC=C(C=C12)C1=CC(=NC=C1)NC(=O)NC1=CC(=CC=C1)CO 1-(4-(3-Amino-1H-indazol-5-yl)pyridin-2-yl)-3-(3-(hydroxymethyl)phenyl)urea Ethyl-(4-(3-amino-1H-indazol-5-yl)pyridin-2-yl)carbamate